NC1=C(C=CC=C1)C(\C=C\C1=CC(=C(C=C1)O)O)=O (e)-1-(2-Aminophenyl)-3-(3,4-dihydroxyphenyl)prop-2-en-1-one